C(C)(C)(C)N(C(O)=O)C1=C(C2=C(S1)C=CC(=C2C=2C1=C(C=3C(=NC(=NC3C2Cl)SCC)NCC=2N=NC=CC2)COC1)F)C#N.C(#C)C=1C=C(C=CC1)OC 3-ethynylanisole tert-butyl-(4-(5-chloro-3-(ethylthio)-1-((pyridazin-3-ylmethyl)amino)-7,9-dihydrofuro[3,4-f]quinazolin-6-yl)-3-cyano-5-fluorobenzo[b]thiophen-2-yl)carbamate